benzo[ghi]-perylene C1=CC=2C=3C4=C1C=CC1=CC=CC(C5=CC=CC(=CC2)C35)=C14